ClC1=NC=C(C(=N1)NC=1C=NC2=C3C=4NC[C@H](NC(C4SC3=CC=C2N1)=O)C)F (R)-5-(2-chloro-5-fluoro-4-pyrimidinylamino)-15-methyl-11-thia-3,6,14,17-tetraazatetracyclo[8.8.0.02,7.012,18]octadeca-1,3,5,7,9,12(18)-hexaen-13-one